5-(3-bromopropyloxy)-2-(2,6-dioxopiperidin-3-yl)isoindole-1,3-dione BrCCCOC=1C=C2C(N(C(C2=CC1)=O)C1C(NC(CC1)=O)=O)=O